4-((3-((1r,3r)-3-(benzylcarbamoyl)cyclobutyl)ureido)meth-yl)benzamide C(C1=CC=CC=C1)NC(=O)C1CC(C1)NC(NCC1=CC=C(C(=O)N)C=C1)=O